benzyl ((1-(3-benzoyl-1-(tetrahydro-2H-pyran-2-yl)-1H-pyrazolo[3,4-b]pyrazin-6-yl)-4-methylpiperidin-4-yl) methyl)carbamate C(C1=CC=CC=C1)(=O)C1=NN(C2=NC(=CN=C21)N2CCC(CC2)(C)CNC(OCC2=CC=CC=C2)=O)C2OCCCC2